COC(CCCN1CCN(CC1)C(=O)OCC1=CC=CC=C1)=O benzyl 4-(4-methoxy-4-oxobutyl)piperazine-1-carboxylate